4-amino-5-(phenylamino)phthalonitrile NC=1C=C(C(C#N)=CC1NC1=CC=CC=C1)C#N